(S)-2-(2,6-difluorobenzoylamino)-3-(1-methyl-2-oxo-1,2-dihydro-[3,8'-biquinolin]-5'-yl)propionic acid FC1=C(C(=O)N[C@H](C(=O)O)CC2=C3C=CC=NC3=C(C=C2)C=2C(N(C3=CC=CC=C3C2)C)=O)C(=CC=C1)F